C12CN(CC(CC1)N2)C2=NC(=NC1=C(C(=C(C=C21)Cl)C2=CC=CC=1CCCCC21)F)OC[C@]21CCCN1C[C@@H](C2)F 4-(3,8-diazabicyclo[3.2.1]-octan-3-yl)-6-chloro-8-fluoro-2-(((2R,7aS)-2-fluorotetrahydro-1H-pyrrolizin-7a(5H)-yl)methoxy)-7-(5,6,7,8-tetrahydronaphthalen-1-yl)quinazoline